Cl.FC(C1=CC=C(C=C1)C1=NNC=2CNCCC21)(F)F 3-(4-(trifluoromethyl)phenyl)-4,5,6,7-tetrahydro-1H-pyrazolo[3,4-c]pyridine hydrochloride